1,3-bisdiphenylphosphinopropane nickel chloride [Ni](Cl)Cl.C1(=CC=CC=C1)P(CCCP(C1=CC=CC=C1)C1=CC=CC=C1)C1=CC=CC=C1